BrC1=C(C2=C(SC=C2)C=C1)O 5-bromobenzo[b]-thiophen-4-ol